CC1=C(OC=C1)C1=NN2C(N=C(N=C2N)S(=O)(=O)C)=N1 2-(methylfuran-2-yl)-5-(methylsulfonyl)-[1,2,4]triazolo[1,5-a][1,3,5]triazin-7-amine